1-allyloxy-4-[1-(4-allyloxyphenyl)-1-methyl-ethyl]benzene C(C=C)OC1=CC=C(C=C1)C(C)(C)C1=CC=C(C=C1)OCC=C